C1(=CC=CC=C1)N1N=CC=C1C(=O)NC1CCC(CC1)NC1=CC=CC=2N1C=C(N2)C(F)(F)F 1-phenyl-N-[(1s,4s)-4-{[2-(trifluoromethyl)imidazo[1,2-a]pyridin-5-yl]amino}cyclohexyl]-1H-pyrazole-5-carboxamide